OC(C(=O)[O-])CCCCCCCCCCCCCCCC hydroxy-octadecanoate